2-[(7S)-4-azaspiro[2.5]octan-7-yl]-6-{2,8-dimethylimidazo[1,2-b]pyridazin-6-yl}phthalazin-1-one C1CC12NCC[C@@H](C2)N2C(C1=CC=C(C=C1C=N2)C=2C=C(C=1N(N2)C=C(N1)C)C)=O